C1(=CC=CC=C1)N(C1=CC=CC=C1)C1=NC=C(C=N1)C(=O)NCCCCCCS (diphenylamino)-N-(6-mercaptohexyl)pyrimidine-5-carboxamide